(2-(2,6-dioxopiperidin-3-yl)-7-methoxy-3-oxoisoindolin-5-yl)methyl (4-phenylpyridin-2-yl)carbamate C1(=CC=CC=C1)C1=CC(=NC=C1)NC(OCC=1C=C2C(N(CC2=C(C1)OC)C1C(NC(CC1)=O)=O)=O)=O